1-mesitylsulfonyl-3-nitro-1,2,4-triazole C1(=C(C(=CC(=C1)C)C)S(=O)(=O)N1N=C(N=C1)[N+](=O)[O-])C